C(CCCCCCCCC)(=O)NCCCCCCCN(CCNC(CCC(=O)NCCN(CCCCCCCC(NC(CCCCCCCC)CCCCCCCC)=O)CCCCCCCNC(CCCCCCCCC)=O)=O)CCCCCCCC(=O)NC(CCCCCCCC)CCCCCCCC N1,N4-bis(2-((7-decanamidoheptyl)(8-(heptadecan-9-ylamino)-8-oxooctyl)amino)ethyl)succinamide